(R)-6-Chloro-5-fluoro-1'-(5-((S)-1-(4-fluorophenyl)propyl)-4H-1,2,4-triazole-3-carbonyl)spiro[benzo[d][1,3]oxazine-4,3'-piperidin]-2(1H)-one ClC1=C(C2=C(NC(O[C@@]23CN(CCC3)C(=O)C3=NN=C(N3)[C@@H](CC)C3=CC=C(C=C3)F)=O)C=C1)F